NC1=NC=CC=C1C1=NC=2C(=NC(=CC2)N2N=CC=C2)N1C=1C=C2C(C[C@@H](C2=CC1)NC(C1=CC(=C(C=C1)O)C=O)=O)=O N-[(1S)-5-[2-(2-aminopyridin-3-yl)-5-(pyrazol-1-yl)imidazo[4,5-b]pyridin-3-yl]-3-oxo-1,2-dihydroinden-1-yl]-3-formyl-4-hydroxybenzamide